2-fluoro-2-(1-(5-(trifluoromethyl)pyrimidin-2-yl)-1,2,3,6-Tetrahydropyridin-4-yl)ethyl acetate C(C)(=O)OCC(C=1CCN(CC1)C1=NC=C(C=N1)C(F)(F)F)F